BrC1=C(C(=CC(=C1)C(C(F)(F)F)(C(F)(F)F)F)C(F)(F)F)NC(C1=C(C(=CC=C1)N(C(C1=CC=C(C=C1)C#N)=O)C(C)C1CC1)F)=O N-(2-Bromo-4-(perfluoropropan-2-yl)-6-(trifluoromethyl)phenyl)-3-(4-cyano-N-(1-cyclopropylethyl)benzamido)-2-fluorobenzamid